(S)-2-(4-(2-Amino-3-((2,6-dichloropyridin-4-yl)methoxy)-3-oxopropyl)phenoxy)acetic acid hydrochloride Cl.N[C@@H](CC1=CC=C(OCC(=O)O)C=C1)C(=O)OCC1=CC(=NC(=C1)Cl)Cl